C(C1=CC=CC=C1)C1(C2CCC(C1)C2)C(=O)N[C@@H](C(C)C)C(=O)N[C@H](CCC(=O)OCC)C(=O)OCC Diethyl (2-benzylbicyclo[2.2.1]heptane-2-carbonyl)-L-valyl-D-glutamate